OC1CCN(CC1)C=1C=CC(=NC1)NC=1C=CC(=C2CNC(C12)=O)C1=CN=C2N1C=CN(C2=O)C 3-[7-[[5-(4-hydroxy-1-piperidyl)-2-pyridyl]amino]-1-oxo-isoindolin-4-yl]-7-methyl-imidazo[1,2-a]pyrazin-8-one